(S)-1-(1-(3-chlorophenyl)-2-hydroxyethyl)-3-(1-(2-((3-ethynyl-phenyl)amino)pyrimidin-4-yl)-1H-pyrazol-4-yl)urea ClC=1C=C(C=CC1)[C@@H](CO)NC(=O)NC=1C=NN(C1)C1=NC(=NC=C1)NC1=CC(=CC=C1)C#C